4-(2-(6-(2,3-dichlorophenyl)-1,1-dioxido-1,2,6-thiadiazinan-2-yl)acetamido)adamantan-1-carboxamide ClC1=C(C=CC=C1Cl)N1CCCN(S1(=O)=O)CC(=O)NC1C2CC3(CC(CC1C3)C2)C(=O)N